CN1CCC(CC1)N1N=NC(=C1)NC1=NC=C(C(=N1)NCCCN1C(COCCC1)=O)C(F)(F)F 4-(3-((2-((1-(1-methylpiperidin-4-yl)-1H-1,2,3-triazol-4-yl)amino)-5-(trifluoromethyl)pyrimidin-4-yl)amino)propyl)-1,4-oxazepan-3-one